4,4,5,5-tetramethyl-2-(5-nitronaphthalen-1-yl)-1,3,2-dioxaborolane CC1(OB(OC1(C)C)C1=CC=CC2=C(C=CC=C12)[N+](=O)[O-])C